ClC1=CC=C(CC2C(N(CCC2)C=2N=NC(=CC2)C2=CC=NC=C2)=O)C=C1 3-(4-chlorobenzyl)-1-(6-(pyridin-4-yl)pyridazin-3-yl)piperidin-2-one